C(=C\C=C\CC)/C1(C(C(=C(O1)CC(C)OC)C(=O)O)=O)C 5-((1E,3E)-Hexa-1,3-dienyl)-2-(2-methoxy-propyl)-5-methyl-4-oxo-4,5-dihydro-furan-3-carboxylic acid